5-chloro-6-((4-(((R)-1-cyanoethyl)amino)-5-(4-((1r,4R)-4-(2-oxoethyl)cyclohexyl)-1H-1,2,3-triazol-1-yl)pyridin-2-yl)amino)nicotinonitrile ClC=1C(=NC=C(C#N)C1)NC1=NC=C(C(=C1)N[C@H](C)C#N)N1N=NC(=C1)C1CCC(CC1)CC=O